FC1=CC=2C3=C(N(C2C=C1CN1CCN(CCC1)C(=O)OC(C)(C)C)C)C(N(N=C3)CC3=C(C=CC=C3)F)=O tert-butyl 4-((8-fluoro-3-(2-fluorobenzyl)-5-methyl-4-oxo-4,5-dihydro-3H-pyridazino[4,5-b]indol-7-yl)methyl)-1,4-diazepane-1-carboxylate